C(C#C)OC=1C=C(C=CC1)NC(=O)C=1C=C2C=CC=NC2=CC1 N-(3-(propargyloxy)phenyl)quinoline-6-carboxamide